CN1CC(C1)(C)[C@@](O)(C1=CC(=CC=C1)C1=NC(=NO1)COCC(F)(F)F)C1=CC=C(C=C1)C(C)C (S)-(1,3-Dimethyl-azetidin-3-yl)-(4-isopropyl-phenyl)-{3-[3-(2,2,2-trifluoro-ethoxymethyl)-[1,2,4]oxadiazol-5-yl]-phenyl}-methanol